2-hydroxyethyl 4-[4-[[2-fluoro-4-(triazolo[4,5-b]pyridin-3-yl)benzoyl]-[(3R)-3-piperidyl]amino]thieno[3,2-c]pyridin-2-yl]benzoate FC1=C(C(=O)N(C2=NC=CC3=C2C=C(S3)C3=CC=C(C(=O)OCCO)C=C3)[C@H]3CNCCC3)C=CC(=C1)N1N=NC=3C1=NC=CC3